N1C(N2CCOC3=CC=CC1=C23)=O 3,4-dihydro-5-oxa-1,2a-diazaacenaphthylen-2(1H)-one